O1C(CCCC1)N1N=CC=C1B1OC(C)(C)C(C)(C)O1 1-(2-tetrahydropyranyl)-1H-pyrazole-5-boronic acid pinacol ester